tert-butyl N-[[4-[4-(3-bromo-2-chloro-phenyl)-3-chloro-2-pyridyl]-2-methoxy-phenyl]methyl]-N-[[(2S)-5-oxopyrrolidin-2-yl]methyl]carbamate BrC=1C(=C(C=CC1)C1=C(C(=NC=C1)C1=CC(=C(C=C1)CN(C(OC(C)(C)C)=O)C[C@H]1NC(CC1)=O)OC)Cl)Cl